N-(1-(cyclopropylmethyl)-2-(7-methoxy-1-methyl-5-(1,7-diazaspiro[4.5]decane-7-carbonyl)-1H-benzo[d]imidazol-2-yl)-1H-pyrrolo[2,3-b]pyridin-6-yl)-N-(difluoromethyl)methanesulfonamide C1(CC1)CN1C(=CC=2C1=NC(=CC2)N(S(=O)(=O)C)C(F)F)C2=NC1=C(N2C)C(=CC(=C1)C(=O)N1CC2(CCCN2)CCC1)OC